O[C@@H]1CC[C@H](CC1)OC1=CC2=C(C[C@](O2)(C)C(C)(C)O)C=C1NC(=O)C=1C=NN2C1N=CC=C2 N-[(2R)-6-(trans-4-Hydroxycyclohexoxy)-2-(1-hydroxy-1-methyl-ethyl)-2-methyl-3H-benzofuran-5-yl]pyrazolo[1,5-a]pyrimidine-3-carboxamide